BrC=1C=C(C=CC1F)NC(=NO)C1=NON=C1SCC(=O)N1C[C@@H]([C@H](CC1)O)O N-(3-bromo-4-fluorophenyl)-4-((2-((3S,4S)-3,4-dihydroxypiperidin-1-yl)-2-oxoethyl)thio)-N'-hydroxy-1,2,5-oxadiazole-3-carboximidamide